N5-((1R,5S,6r)-3-oxabicyclo[3.1.0]hexan-6-yl)-3-(4-hydroxyphenyl)-N7-methyl-2,3-dihydrobenzofuran-5,7-dicarboxamide [C@H]12COC[C@@H]2C1NC(=O)C=1C=C(C2=C(C(CO2)C2=CC=C(C=C2)O)C1)C(=O)NC